FC=1C=C(C=C(C1)F)[C@@H]1CCC=2N1C=C(N2)NC([C@H](C)N2CCCCC2)=O (S)-N-((S)-5-(3,5-difluorophenyl)-6,7-dihydro-5H-pyrrolo[1,2-a]imidazol-2-yl)-2-(piperidin-1-yl)propanamide